FC1CN(CCC1N(C)C)CC1=CC2=NC(=CC(=C2S1)N1CCOCC1)N1N=C(C=C1)C=1C=C(C=CC1)C 3-fluoro-N,N-dimethyl-1-((7-morpholino-5-(3-(m-tolyl)-1H-pyrazol-1-yl)thieno[3,2-b]pyridin-2-yl)methyl)piperidin-4-amine